O1CCC(CC1)NC(=O)C=1NC=C(C1)C1=NC(=NC=C1C(F)(F)F)NC1CNCCC1 N-(oxan-4-yl)-4-{2-[(piperidin-3-yl)amino]-5-(trifluoromethyl)pyrimidin-4-yl}-1H-pyrrol-2-carboxamide